Chloro(diethyl)phosphine ClP(CC)CC